N-[2-(5-amino-5-oxo-pent-1-ynyl)thieno[3,2-c]pyridin-4-yl]-2-fluoro-4-(5-methyl-1,3,4-thiadiazol-2-yl)-N-[(3R)-3-piperidyl]benzamide NC(CCC#CC1=CC=2C(=NC=CC2S1)N(C(C1=C(C=C(C=C1)C=1SC(=NN1)C)F)=O)[C@H]1CNCCC1)=O